FC1(CCC(CC1)(O)CNC(=O)C=1OC2=C(C(=CC=C2C(C1)=O)F)O)F N-((4,4-difluoro-1-hydroxycyclohexyl)methyl)-7-fluoro-8-hydroxy-4-oxo-4H-chromene-2-carboxamide